lithium (S)-7-((3-methylpiperidin-1-yl) methyl)-1H-pyrazolo[4,3-b]pyridine-5-carboxylate C[C@@H]1CN(CCC1)CC1=C2C(=NC(=C1)C(=O)[O-])C=NN2.[Li+]